ClC1=NC(=C(C(=C1Cl)N)I)Cl 2,3,6-trichloro-5-iodopyridin-4-amine